5-(benzylamino)-4-(phenoxymethyl)pentanoic acid C(C1=CC=CC=C1)NCC(CCC(=O)O)COC1=CC=CC=C1